2-amino-4-(1-((6-(2-hydroxypropan-2-yl)pyridin-2-yl)methyl)-1H-1,2,3-triazol-4-yl)thieno[3,2-d]pyrimidine-7-carbonitrile NC=1N=C(C2=C(N1)C(=CS2)C#N)C=2N=NN(C2)CC2=NC(=CC=C2)C(C)(C)O